(4-(((3-(dimethylamino)propoxy)carbonyl)oxy)hexadecyloxy)propane CN(CCCOC(=O)OC(CCCOCCC)CCCCCCCCCCCC)C